1H-pyrrolo[2,3-b]pyridin-3-yl-ethynyl-cyclopentanol diethyl-2-(3-chloro-4-nitro-1H-pyrazol-1-yl)-2-methylmalonate C(C)C(C(C(=O)O)(C(=O)O)N1N=C(C(=C1)[N+](=O)[O-])Cl)CC.N1C=C(C=2C1=NC=CC2)C2C(CCC2)(O)C#C